BrC1=C(C(=C(C(=C1)C)NC(OCC)=O)C)F ethyl (4-bromo-3-fluoro-2,6-dimethylphenyl)carbamate